2-(tetrahydrofuran-2-yl)ethanol tert-butyl-(tert-butoxycarbonyl)(5-chloro-2-nitrophenyl)carbamate C(C)(C)(C)C=1C(=C(C=C(C1)Cl)N(C(=O)OCCC1OCCC1)C(=O)OC(C)(C)C)[N+](=O)[O-]